(1-amino-cyclopropyl)-methanol NC1(CC1)CO